butylene glycol isostearate C(CCCCCCCCCCCCCCC(C)C)(=O)OCCCCO